C1(CC1)S(=O)(=O)NC=1SC=C(N1)C(C(=O)NC1=CC=C(C=C1)C=1C=NC=CC1)=O 2-(2-(cyclopropanesulfonylamino)thiazol-4-yl)-2-oxo-N-(4-(pyridin-3-yl)phenyl)acetamide